(3aS,7aS)-5-(1-(2-propenoyl-2-azaspiro[3.3]hept-6-yl)-4-(5-chloro-6-methyl-1H-indazol-4-yl)-5-methyl-1H-pyrazol-3-yl)-2-methyl-octahydro-1H-pyrrolo[3,4-c]pyridin-1-one C(C=C)(=O)N1CC2(C1)CC(C2)N2N=C(C(=C2C)C2=C1C=NNC1=CC(=C2Cl)C)N2C[C@@H]1[C@H](CC2)C(N(C1)C)=O